tert-butyl (S)-(1-(4-methyl-3-((1-(7-(thiazol-2-yl)quinolin-5-yl)cyclopropyl)carbamoyl) phenoxy)propan-2-yl)carbamate CC1=C(C=C(OC[C@H](C)NC(OC(C)(C)C)=O)C=C1)C(NC1(CC1)C1=C2C=CC=NC2=CC(=C1)C=1SC=CN1)=O